ClC1=NN(C=C1C(C=1C=2C3=C(C(NC3=CC1)=O)C=CC2)O)C2CCN(CC2)C(=O)OC(C)(C)C tert-Butyl 4-(3-Chloro-4-(hydroxy(2-oxo-1,2-dihydrobenzo[cd]indol-6-yl)methyl)-1H-pyrazol-1-yl)piperidine-1-carboxylate